C1(CCC1)NC(O[C@H]1C[C@H](CC1)C=1NN=C(C1)NC(COC1=C(C(=CC=C1)OCC1=CC=CC=C1)C=O)=O)=O (1R,3S)-3-(5-{2-[3-(benzyloxy)-2-formylphenoxy]acetamido}-2H-pyrazol-3-yl)cyclopentyl N-cyclobutylcarbamate